5-fluoro-6-oxo-pyridine-2-carbonitrile FC1=CC=C(NC1=O)C#N